BrC1=CN=C2N1C=C(N=C2)C(=O)N(C)C=2C=CC(=C(C(=O)OC)C2)Cl Methyl 5-(3-bromo-N-methylimidazo[1,2-a]pyrazine-6-carboxamido)-2-chlorobenzoate